CC1(OB(OC1(C)C)C=1C=C2CCN(CC2=CC1)C(=O)OC(C)(C)C)C t-butyl 6-(4,4,5,5-tetramethyl-1,3,2-dioxaborolan-2-yl)-3,4-dihydroisoquinoline-2(1H)-carboxylate